CC=1C=NN(C1)C(C(=O)OCCC(=C(F)F)F)C 3,4,4-trifluorobut-3-en-1-yl 2-(4-methyl-1H-pyrazol-1-yl)propanoate